CC1=C(C=2N(C=C1C1=C(C=3N=C(SC3N1)C1CCC(CC1)NC1CCOCC1)C(C)C)N=CN2)C N-(4-(5-(7,8-dimethyl-[1,2,4]triazolo[1,5-a]pyridin-6-yl)-6-isopropyl-4H-pyrrolo[3,2-d]thiazol-2-yl)cyclohexyl)tetrahydro-2H-pyran-4-amine